FC(C1=NN=C2N1C=C(C=C2)C=2C=NC(=C(C2)F)OC2CC(C2)(F)F)(OC)F 3-(difluoro(methoxy)methyl)-6-(6-(3,3-difluorocyclobutoxy)-5-fluoropyridin-3-yl)-[1,2,4]triazolo[4,3-a]pyridine